(S)-2-((6-((4-chloro-2-fluorobenzyl)oxy)-3',6'-dihydro-[2,4'-bipyridin]-1'(2'H)-yl)methyl)-3-(oxetan-2-ylmethyl)-3H-imidazo[4,5-b]pyridine-5-carboxylic acid ClC1=CC(=C(COC2=CC=CC(=N2)C=2CCN(CC2)CC2=NC=3C(=NC(=CC3)C(=O)O)N2C[C@H]2OCC2)C=C1)F